2-Amino-5-[(2,6-dichlorophenyl)-5-phenyl-3H-imidazol-4-yl]imidazo[4,5-b]pyridine-3-sulfonic acid dimethyl-amide methanesulfonate CS(=O)(=O)O.CN(S(=O)(=O)N1C(=NC=2C1=NC(=CC2)C=2NC(=NC2C2=CC=CC=C2)C2=C(C=CC=C2Cl)Cl)N)C